tert-butyl (2R,4S)-4-(benzyloxy)-2-((4-fluoro-2-(methoxycarbonyl)-5-methyl-3-(((R)-1,1,1-trifluoropropan-2-yl)oxy)phenoxy)methyl)pyrrolidine-1-carboxylate C(C1=CC=CC=C1)O[C@H]1C[C@@H](N(C1)C(=O)OC(C)(C)C)COC1=C(C(=C(C(=C1)C)F)O[C@@H](C(F)(F)F)C)C(=O)OC